C1(CCC1)OC=1C(=CC=2C(N1)=NN(C2)[C@H]2COCCC2)C(=O)NC2=NN(C=C2)C (R)-6-cyclobutoxy-N-(1-methyl-1H-pyrazol-3-yl)-2-(tetrahydro-2H-pyran-3-yl)-2H-pyrazolo[3,4-b]pyridine-5-carboxamide